F[C@@H]1C(O[C@@H]([C@H]1O)CO)N1C(=O)NC(=O)C(=C1)I 1-(2-deoxy-2-fluoro-D-arabinofuranosyl)-5-iodouracil